8-((1S,2S)-2-(1H-benzo[d]imidazol-2-yl)cyclopropyl)-6-chloroimidazo[1,2-b]pyridazine N1C(=NC2=C1C=CC=C2)[C@@H]2[C@H](C2)C=2C=1N(N=C(C2)Cl)C=CN1